C(C)(C)(C)C1=CC=C(C=C1)SC1=C(C=C(C=C1)Cl)O 2-((4-(tert-butyl)phenyl)thio)-5-chlorophenol